(2-nitrobenzyl)glycine methyl ester COC(CNCC1=C(C=CC=C1)[N+](=O)[O-])=O